2,5-bis(4-aminophenyl)-(1,3,4)oxadiazole NC1=CC=C(C=C1)C=1OC(=NN1)C1=CC=C(C=C1)N